2-(2-(trifluoromethoxy)phenyl)-5,6,7,8-tetrahydro-10H-oxazolo[5,4-d]pyrido[1,2-a]pyrimidin-10-one FC(OC1=C(C=CC=C1)C=1OC=2N=C3N(C(C2N1)=O)CCCC3)(F)F